6-Chloro-3-iodo-1-(methyl-d3)-1H-pyrazolo[4,3-c]pyridine ClC1=CC2=C(C=N1)C(=NN2C([2H])([2H])[2H])I